(S)-(9H-fluoren-9-yl)methyl-(1-(tert-butoxy)-3-oxopropan-2-yl)urethane butyl-4-amino-3-chloro-5-fluoro-6-(7-fluoro-1H-indol-6-yl)pyridine-2-carboxylate C(CCC)OC(=O)C1=NC(=C(C(=C1Cl)N)F)C1=CC=C2C=CNC2=C1F.C1=CC=CC=2C3=CC=CC=C3C(C12)CN(C(=O)OCC)[C@@H](COC(C)(C)C)C=O